2-((1-cyclopropyl-1H-pyrazol-3-yl)methyl)-6-((4-methoxyphenyl)sulfonyl)phthalazin-1(2H)-one C1(CC1)N1N=C(C=C1)CN1C(C2=CC=C(C=C2C=N1)S(=O)(=O)C1=CC=C(C=C1)OC)=O